4-(4-(difluoromethyl)-1-((5-methoxy-7-methyl-1H-indol-4-yl)methyl)piperidin-2-yl)benzoic acid FC(C1CC(N(CC1)CC1=C2C=CNC2=C(C=C1OC)C)C1=CC=C(C(=O)O)C=C1)F